CCCCCC hexaan